F[P-](F)(F)(F)(F)F.N1(N=NC2=C1C=CC=C2)O[P+](N2CCCC2)(N2CCCC2)N2CCCC2 1H-benzotriazole-1-yloxy-tri(pyrrolidino)phosphonium hexafluorophosphate